tert-Butyl 4-[4-[7-fluoro-2-[(1RS)-2-oxo-1-phenyl-2-(thiazol-2-ylamino)ethyl]indazol-6-yl]phenyl]piperazine-1-carboxylate FC1=C(C=CC2=CN(N=C12)[C@@H](C(NC=1SC=CN1)=O)C1=CC=CC=C1)C1=CC=C(C=C1)N1CCN(CC1)C(=O)OC(C)(C)C |r|